2-fluoro-N-(methyl-(oxo)(pyridin-2-yl)-lambda6-sulfanylidene)-4-(5-(trifluoromethyl)-1,2,4-oxadiazol-3-yl)benzamide FC1=C(C(=O)N=S(C2=NC=CC=C2)(=O)C)C=CC(=C1)C1=NOC(=N1)C(F)(F)F